CNCCS(=O)(=O)O.CNCCS(=O)(=O)O methyltaurin (methyl taurate)